CC(CCC(C(=O)O)CCCCCCCCCCCCCC)CCCC(C)C.C(CCCCCCCCCCCCCCC)(=O)OCCCCCCCC(C)C Isodecyl Palmitate (3,7-dimethyloctan-1-yl palmitate)